NC=1C=C(C(=NC1C(=O)NCC(C(F)(F)F)(C)O)C1=CC=NC=C1)C(F)(F)F 5-amino-N-(3,3,3-trifluoro-2-hydroxy-2-methylpropyl)-3-(trifluoromethyl)-2,4'-bipyridine-6-carboxamide